FC(OC1=CC=CC=2C(N([C@H]3C=4N([C@@H](C21)C3)C3=C(N4)C=CC(=C3)C3=NC(=C(C(=C3)F)P(=O)(C)C)C)C([2H])([2H])[2H])=O)F (7R,14R)-1-(difluoromethoxy)-11-(5-(dimethylphosphoryl)-4-fluoro-6-methylpyridin-2-yl)-6-(methyl-d3)-6,7-dihydro-7,14-methanobenzo[f]benzo[4,5]imidazo[1,2-a][1,4]diazocin-5(14H)-on